The molecule is the N-methylglucamine salt of amidotrizoic acid. Both the sodium and the meglumine salts of amidotrizoic acid have been widely used as water-soluble radioopaque media in diagnostic radiography. The use of a mixture of the two salts is often preferred, as adverse effects can be reduced. It has a role as a radioopaque medium. It contains an amidotrizoic acid anion and a N-methylglucamine. CC(=O)NC1=C(C(=C(C(=C1I)C(=O)[O-])I)NC(=O)C)I.C[NH2+]C[C@@H]([C@H]([C@@H]([C@@H](CO)O)O)O)O